COC(C1=C(C=C(C=C1)N1N=CC=2C(C1=O)=C(N(C2C)C2=CC(=CC=C2)OC)C)OC)=O 2-methoxy-4-(6-(3-methoxyphenyl)-5,7-dimethyl-1-oxo-1H-pyrrolo[3,4-d]pyridazin-2(6H)-yl)benzoic acid methyl ester